α,α-dideutero-dimethyltryptamine [2H]C(N(C)C)(CC1=CNC2=CC=CC=C12)[2H]